N1(N=NC=C1)C=1C=C(C=CC1)N1C(N(C2=C1C=CC=C2)CC2CCC(CC2)NC(C2=C(N=CC(=C2)Cl)C)=O)=O N-((1r,4r)-4-((3-(3-(1H-1,2,3-triazol-1-yl)phenyl)-2-oxo-2,3-dihydro-1H-benzo[d]imidazol-1-yl)methyl)cyclohexyl)-5-chloro-2-methylnicotinamide